ferrocenyl-thiourea [C-]1(C=CC=C1)NC(=S)N.[CH-]1C=CC=C1.[Fe+2]